COC=1C=C2C(=CC=NC2=CC1OC)OC1=CC=C(C=C1)NC(=O)C1(CC1)C(=O)NCCN1CCOCC1 N-(4-{[6,7-bis(methyloxy)quinolin-4-yl]oxy}phenyl)-N'-(2-morpholin-4-ylethyl)cyclopropane-1,1-dicarboxamide